(1S,2S)-2-(3-chlorophenyl)-N-(4-(((6-cyclopropyl-8-((2-oxoethoxy)methyl)imidazo[1,2-a]pyridin-2-yl)methyl)amino)pyridin-2-yl)cyclopropane-1-carboxamide ClC=1C=C(C=CC1)[C@@H]1[C@H](C1)C(=O)NC1=NC=CC(=C1)NCC=1N=C2N(C=C(C=C2COCC=O)C2CC2)C1